tert-butyl N-[11-[[(1S)-1-[(2S,4R)-4-hydroxy-2-[[4-(4-methylthiazol-5-yl)phenyl]methylcarbamoyl]pyrrolidine-1-carbonyl]-2,2-dimethyl-propyl]amino]-11-oxo-undecyl]carbamate O[C@@H]1C[C@H](N(C1)C(=O)[C@H](C(C)(C)C)NC(CCCCCCCCCCNC(OC(C)(C)C)=O)=O)C(NCC1=CC=C(C=C1)C1=C(N=CS1)C)=O